N1N=CC(=C1)C1=NC2=C(C=NC=C2)N1 (1H-pyrazol-4-yl)-3H-imidazo[4,5-c]pyridine